C(C1=CC=CC=C1)(=O)N1CCC(CC1)C(=O)C1=C(C=C(C=C1)C)O (1-benzoylpiperidin-4-yl)(2-hydroxy-4-methylphenyl)methanone